C(C1=CC=CC=C1)OC(=O)N1[C@H](CN(CC1)C1=NC(=NC=2C3=C(CCC12)C=CC=C3)SC)CC#N (2S)-2-(cyanomethyl)-4-(2-methylsulfanyl-5,6-dihydrobenzo[h]quinazolin-4-yl)piperazine-1-carboxylic acid benzyl ester